FC1=CC=C(C(=O)N2C(C=3N(CC2)C(=NC3)C3=NC(=NS3)C)C)C=C1 7-(4-fluorobenzoyl)-8-methyl-3-(3-methyl-1,2,4-thiadiazol-5-yl)-5,6,7,8-tetrahydroimidazo[1,5-a]pyrazine